FC(C1=CC=C(C=C1)N1C(CCCC1)C)(F)F 4-(Trifluoromethyl)phenyl-2-methylpiperidine